C(C)(C)(C)N(C(O)=O)[C@H](C(NCCOCCOCC#C)=O)CC1=CC(=C(C=C1)O[Si](C)(C)C(C)(C)C)O[Si](C)(C)C(C)(C)C.OCCNC(C=C)=O N-hydroxyethyl-acrylamide tert-butyl-(S)-(3-(3,4-bis((tert-butyldimethylsilyl)oxy)phenyl)-1-oxo-1-((2-(2-(prop-2-yn-1-yloxy)ethoxy)-ethyl)amino)propan-2-yl)carbamate